CN1N=CC2=CC=C(C=C12)C=1C2=C(NN1)C1=C(C2)SC(=C1)C1=CC=C(OCCN2CCOCC2)C=C1 4-(2-(4-(3-(1-methyl-1H-indazol-6-yl)-1,4-dihydro-thieno[2',3':4,5]cyclopenta[1,2-c]pyrazol-6-yl)phenoxy)ethyl)morpholine